OC(CC1=CNC(O1)=O)CNC1=C(C=CC=C1)C 5-[2-hydroxy-3-(o-tolylamino)propyl]-1,3-oxazol-2(3H)-one